C(#N)[C@H](C[C@H]1C(NCC1)=O)NC([C@H](CC(C)C)N1C(C2=CC(=CC(=C2C=C1)F)C(F)(F)F)=O)=O (S)-N-((S)-1-cyano-2-((S)-2-oxopyrrolidin-3-yl)ethyl)-2-(5-fluoro-1-oxo-7-(trifluoromethyl)isoquinolin-2(1H)-yl)-4-methylpentanamide